C(C)C(C(=NO)Cl)CC 2-ethyl-N-hydroxybutanimidoyl chloride